N=1C=CN2C1CC(CC2)COC2=NC=CC(=C2)CN (2-((5,6,7,8-tetrahydroimidazo[1,2-a]pyridin-7-yl)methoxy)pyridin-4-yl)methanamine